ClC1=NC=C(C(=N1)O[C@H]1[C@H](CCC1)O)C(F)(F)F |r| racemic-(1S,2R)-2-((2-chloro-5-(trifluoromethyl)pyrimidin-4-yl)oxy)cyclopentane-1-ol